COC(=O)N1CC(C1)C1=NC(=NO1)C1=CC(=C(C(=C1)F)C)NC(=O)C1=CN=C2N1C=C(C=C2)Cl 3-(3-(3-(6-chloroimidazo[1,2-a]pyridine-3-carboxamido)-5-fluoro-4-methylphenyl)-1,2,4-oxadiazol-5-yl)azetidine-1-carboxylic acid methyl ester